methyl 2-(2-(chloromethyl)allyl)-3-methylenepyrrolidin-2-carboxylate ClCC(CC1(NCCC1=C)C(=O)OC)=C